Cl.C1(CC1)CN[C@H]1[C@@H](C1)C1=CC(=CS1)C(=O)NC1CCOCC1 5-(trans-2-((cyclopropylmethyl)amino)cyclopropyl)-N-(tetrahydro-2H-pyran-4-yl)thiophene-3-carboxamide Hydrochloride